C1(=CC=CC=C1)N1CSC(=CC1)C1=CC=CC=C1 3,6-diphenyl-2H-1,3-thiazine